CC=1N=C(SC1C)NC(/C=C/C(=O)OCC)=O (E)-ethyl 4-((4,5-dimethylthiazol-2-yl)amino)-4-oxobut-2-enoate